2,5-dioxapyrrolidin-1-yl-carboxylate N1(OCCO1)C(=O)[O-]